2-(pyrrolidin-1-yl)ethyl ((3S,5S,8R,9S,10R,13R,14S,17R)-5,14-dihydroxy-10,13-dimethyl-17-(2-oxo-2H-pyran-5-yl)hexadecahydro-1H-cyclopenta[a]phenanthren-3-yl)(methyl)carbamate O[C@]12C[C@H](CC[C@@]2([C@H]2CC[C@@]3([C@H](CC[C@@]3([C@@H]2CC1)O)C=1C=CC(OC1)=O)C)C)N(C(OCCN1CCCC1)=O)C